C(C)(C)(C)C1=NN(C(=C1O)C)C(C)C 3-tert-Butyl-4-hydroxy-5-methyl-1-isopropyl-pyrazol